R-tetrahydroβ-carboline C1NCCC=2C3=CC=CC=C3NC12